FC1=C(OC=2N=NC(=C(C2C(=O)NC2=CC(=CC=C2)S(=O)(=O)C)C)C(F)(F)F)C=CC(=C1)OC(F)(F)F 3-[2-fluoro-4-(trifluoromethoxy)phenoxy]-5-methyl-N-[3-(methylsulfonyl)phenyl]-6-(trifluoromethyl)pyridazine-4-carboxamide